C(CCCN(C(OC(C)(C)C)=O)CCCN)N(C(OC(C)(C)C)=O)CCCN di-tert-butyl butane-1,4-diylbis((3-aminopropyl)carbamate)